BrC=1C=NN(C1)CCCCC=1NC2=C(C=CC=C2C1F)C (4-(4-bromo-1H-pyrazol-1-yl)butyl)-3-fluoro-7-methyl-indole